N-[[6-(1-carbamoylpyrrolidine-2-carbonyl)-6-azaspiro[2.5]octan-2-yl]methyl]furo[2,3-c]pyridine-2-carboxamide C(N)(=O)N1C(CCC1)C(=O)N1CCC2(C(C2)CNC(=O)C2=CC=3C(=CN=CC3)O2)CC1